C1(CC1)OC1=CC=C(C=C1)C(CCC(C)C)O 1-(4-cyclopropoxyphenyl)-4-methylpentan-1-ol